N-(4-bromo-2-nitrobenzyl)cyclopropylamine BrC1=CC(=C(CNC2CC2)C=C1)[N+](=O)[O-]